8-(((3,5-difluorophenyl)amino)methyl)-6-ethynyl-2-morpholino-4H-chromen-4-one FC=1C=C(C=C(C1)F)NCC=1C=C(C=C2C(C=C(OC12)N1CCOCC1)=O)C#C